FC(OC1=NC(=CC=C1B1OC(C(O1)(C)C)(C)C)C(F)(F)F)F 2-(difluoromethoxy)-3-(4,4,5,5-tetramethyl-1,3,2-dioxaborolan-2-yl)-6-(trifluoromethyl)pyridine